C1(CC1)C1CNC(C=2C3=C(N=C(N13)[C@@H]1NCCC1)C=C(C2)F)=O 9-cyclopropyl-4-fluoro-1-((R)-pyrrolidin-2-yl)-8,9-dihydro-2,7,9a-triazabenzo[cd]azulen-6(7H)-one